(5-Fluoropyridin-2-yl)(1-hydroxy-1H-spiro[benzo[c][1,2]oxaborole-3,3'-pyrrolidin]-1'-yl)methanone FC=1C=CC(=NC1)C(=O)N1CC2(CC1)C1=C(B(O2)O)C=CC=C1